propyl-5,6-dihydropyrrolo[2,1-a]isoquinoline-9-carboxamide C(CC)C=1C=CN2C1C1=CC(=CC=C1CC2)C(=O)N